tert-butyl 5-methoxy-4-((7-(4-(methoxycarbonyl)phenyl)-4-methyl-1,4-diazepan-1-yl)methyl)-7-methyl-1H-indole-1-carboxylate COC=1C(=C2C=CN(C2=C(C1)C)C(=O)OC(C)(C)C)CN1CCN(CCC1C1=CC=C(C=C1)C(=O)OC)C